6-chloro-1',2',3',6'-tetrahydro-2,4'-bipyridine p-toluenesulfonate salt CC1=CC=C(C=C1)S(=O)(=O)O.ClC1=CC=CC(=N1)C=1CCNCC1